CC1=NC=CC(=C1)C1=CC=C(O1)C(=O)O 5-(2-methylpyridin-4-yl)furan-2-carboxylic acid